(benzofluoranthenyl(phenanthreneyl))biphenyl C1(=CC=C2C=CC=C3C4=CC=C5C(=C4C1=C23)C=CC=C5)C5=C(C=2C=CC3=CC=CC=C3C2C=C5)C5=C(C=CC=C5)C5=CC=CC=C5